hexakis(2-(1-undecyl-1H-1,2,3-triazol-4-yl)ethyl) 3,3',3'',3''',3'''',3'''''-((nitrilotris(propane-3,1-diyl))tris(azanetriyl))hexapropionate N(CCCN(CCC(=O)OCCC=1N=NN(C1)CCCCCCCCCCC)CCC(=O)OCCC=1N=NN(C1)CCCCCCCCCCC)(CCCN(CCC(=O)OCCC=1N=NN(C1)CCCCCCCCCCC)CCC(=O)OCCC=1N=NN(C1)CCCCCCCCCCC)CCCN(CCC(=O)OCCC=1N=NN(C1)CCCCCCCCCCC)CCC(=O)OCCC=1N=NN(C1)CCCCCCCCCCC